FC(C(=O)O)(F)F.FC=1C(=C(C=CC1F)C1CCN(CC1)C(=O)C1=NNC2=C1CNCC2)C(F)(F)F (4-(3,4-Difluoro-2-(trifluoromethyl)phenyl)piperidin-1-yl)(4,5,6,7-tetrahydro-1H-pyrazolo[4,3-c]pyridin-3-yl)methanone Trifluoroacetic Acid Salt